C12CN(CC(O1)C2)C2=NC=NC=1N(C3=CC(=CC=C3C12)S(=O)(=O)NC1(CC1)C#N)C=1SC(=NN1)C(F)F 4-(6-oxa-3-azabicyclo[3.1.1]heptan-3-yl)-N-(1-cyanocyclopropyl)-9-(5-(difluoromethyl)-1,3,4-thiadiazol-2-yl)-9H-pyrimido[4,5-b]indole-7-sulfonamide